tert-butyl 2-chloro-1-fluoro-5,5-dimethyl-12-(methylthio)-5a,6,7,8,9,10-hexahydro-5H-4-oxa-3,10a,11,13,14-pentaaza-6,9-methanonaphtho[1,8-ab]heptalene-14-carboxylate ClC=1C(=C2N=C(N=C3C2=C(OC(C2C4CCC(CN32)N4C(=O)OC(C)(C)C)(C)C)N1)SC)F